C(C)(C)(C)OC(=O)C=P(C1=CC=CC=C1)(C1=CC=CC=C1)C1=CC=CC=C1 tert-butoxycarbonylmethylene-triphenylphosphorane